BrC=1C=CC=C2C=CC=C(C12)N1CC=2N=C(N=C(C2CC1)N1C[C@@H](N(CC1)C(C=C)=O)CC#N)OC[C@H]1N(CCC1)C 2-[(2S)-4-[7-(8-bromo-1-naphthyl)-2-[[(2S)-1-methylpyrrolidin-2-yl]methoxy]-6,8-dihydro-5H-pyrido[3,4-d]pyrimidin-4-yl]-1-prop-2-enoyl-piperazin-2-yl]acetonitrile